1-ethyl-4-((5-(3-methyl-[1,2,4]triazolo[4,3-a]pyridin-6-yl)-7H-pyrrolo[2,3-d]pyrimidin-2-yl)amino)cyclohexan-1-ol C(C)C1(CCC(CC1)NC=1N=CC2=C(N1)NC=C2C=2C=CC=1N(C2)C(=NN1)C)O